Cl.NC1(CC1)C#N 1-aminocyclopropane-1-carbonitrile hydrochloride